FC(C(=O)O)(F)F.ClC=1C=CC(=C(C1)C1=CC(=C(N=N1)N(C1COCC1)C)C(=O)O)F 6-(5-chloro-2-fluorophenyl)-3-[methyl(oxolan-3-yl)amino]pyridazine-4-carboxylic acid trifluoroacetic acid salt